1-Ethyl-2-(6-trifluoromethyl-benzothiazol-2-ylamino)-1H-benzoimidazole-5-carboxylic acid methylamide CNC(=O)C1=CC2=C(N(C(=N2)NC=2SC3=C(N2)C=CC(=C3)C(F)(F)F)CC)C=C1